7-fluoro-N-methyl-2H-chromene-3-carboxamide FC1=CC=C2C=C(COC2=C1)C(=O)NC